C(=O)=[Rh](C(C)=O)=C=O dicarbonyl-acetylRhodium